CC1(CS(C1)(=O)=O)C1=C(N=C2N1C=CC=C2)C(=O)N (3-methyl-1,1-dioxo-thietan-3-yl)imidazo[1,2-a]pyridine-2-carboxamide